O=C1NC(CCC1N1C(C2=CC=C(C=C2C1)CNC(=O)C1=CC2=C(S1)C=C(C(=C2)OC)OC)=O)=O N-((2-(2,6-dioxopiperidin-3-yl)-1-oxoisoindolin-5-yl)methyl)-5,6-dimethoxybenzo[b]thiophene-2-carboxamide